N=1C=CN2C1C=C(C=C2)CNC(=O)C=2C=CC(=C(C2)C#CC=2C=C(CNC(OC(C)(C)C)=O)C=CC2)S(=O)(=O)CC2=NN(C=C2)C tert-butyl (3-((5-((imidazo[1,2-a]pyridin-7-ylmethyl) carbamoyl)-2-(((1-methyl-1H-pyrazol-3-yl)methyl)sulfonyl) phenyl)ethynyl)benzyl)carbamate